6-(2-methyl-2H-indazol-5-yl)-2-(6-methyl-1,2,3,6-tetrahydropyridin-4-yl)-1,3-benzothiazole hydrochloride Cl.CN1N=C2C=CC(=CC2=C1)C1=CC2=C(N=C(S2)C=2CCNC(C2)C)C=C1